4-(1-(4-chlorophenyl)-4-methyl-5-phenyl-1H-pyrazole-3-carboxamido)benzoic acid ClC1=CC=C(C=C1)N1N=C(C(=C1C1=CC=CC=C1)C)C(=O)NC1=CC=C(C(=O)O)C=C1